2-((1r,3r)-1-(3-((tert-butoxycarbonyl)amino)phenyl)-3-cyanocyclobutyl)acetic acid C(C)(C)(C)OC(=O)NC=1C=C(C=CC1)C1(CC(C1)C#N)CC(=O)O